C(#N)C1=C(C=CC=C1)N1CCC(CC1)CN1C(=NC2=CC=C(C=C2C1=O)NC(=O)C=1SC=CC1)CC N-[3-[[1-(2-cyanophenyl)-4-piperidinyl]methyl]-2-ethyl-4-oxo-quinazolin-6-yl]thiophene-2-carboxamide